(4-amino-7-fluoroimidazo[1,5-a]quinoxalin-8-yl)(2-(5-(trifluoromethyl)pyridin-2-yl)-8-oxa-3-azabicyclo[3.2.1]octan-3-yl)methanone NC=1C=2N(C3=CC(=C(C=C3N1)F)C(=O)N1C(C3CCC(C1)O3)C3=NC=C(C=C3)C(F)(F)F)C=NC2